C1=CC(=CC=C1C(=O)CBr)Br Bromophenacyl bromide